OC1=CC=C(C2=CC=CC=C12)C1=NN(C2=NC(=CN=C21)N2CC1C(C1CC2)(C=2SC=C(N2)C)CNC(OC(C)(C)C)=O)C2OCCCC2 tert-butyl ((3-(3-(4-hydroxynaphthalen-1-yl)-1-(tetrahydro-2H-pyran-2-yl)-1H-pyrazolo[3,4-b]pyrazin-6-yl)-7-(4-methylthiazol-2-yl)-3-azabicyclo[4.1.0]heptan-7-yl)methyl)carbamate